5-chloro-6-fluoro-2-(2-fluoro-4-chlorobenzyl)-1H-benzimidazole ClC1=CC2=C(NC(=N2)CC2=C(C=C(C=C2)Cl)F)C=C1F